BrC=1C=C2N(N=CC(=C2Cl)/C(=N/C2=C(C=C(C=C2)O[Si](C)(C)C(C)(C)C)CC)/N)C1 (Z)-6-bromo-N'-[4-[tert-butyl(dimethyl)silyl]oxy-2-ethyl-phenyl]-4-chloro-pyrrolo[1,2-b]pyridazine-3-carboxamidine